OC(=O)C(F)(F)F.C(#C)C1CNCC1 3-ethynylpyrrolidine-TFA salt